2-amino-4,5-dimethoxy methyl benzoate COC1=C(C=C(C(=C1)C(=O)OC)N)OC